FC=1C(=NC=CC1)SC=1C=2N(C=C(C1)C=1C=NN(C1C)C1CCNCC1)N=CC2C#N 4-[(3-Fluoro-2-pyridyl)sulfanyl]-6-[5-methyl-1-(4-piperidyl)pyrazol-4-yl]pyrazolo[1,5-a]pyridine-3-carbonitrile